8-bromo-N,N-diheptyloctanamide BrCCCCCCCC(=O)N(CCCCCCC)CCCCCCC